C1=CC(=C(C=2SC3=CC=CC=C3C3(C12)OCCCCO3)O)O spiro[1,3-dioxepane-2,9'-thioxanthene]-3',4'-diol